(S)-2-((((9H-fluoren-9-yl)methoxy)carbonyl)amino)-3-(4-chloro-1H-indol-3-yl)propanoic acid C1=CC=CC=2C3=CC=CC=C3C(C12)COC(=O)N[C@H](C(=O)O)CC1=CNC2=CC=CC(=C12)Cl